FC1=C(C=C(C=C1)CC(=O)O)CCN[C@@H]([C@H]1CNC2=C(N1)N=CC=C2)C2=CC=CC=C2 2-(4-fluoro-3-(2-(((R)-phenyl((R)-1,2,3,4-tetrahydropyrido[2,3-b]pyrazin-3-yl)methyl)amino)ethyl)phenyl)acetic acid